N'-(4-(3-((2-chloro-5-fluorobenzyl)oxy)oxetan-3-yl)-5-methoxy-2-methylphenyl)-N-ethyl-N-methylformimidamide ClC1=C(COC2(COC2)C2=CC(=C(C=C2OC)N=CN(C)CC)C)C=C(C=C1)F